2-[4-(2-Amino-[1,2,4]triazolo[1,5-a]pyridin-7-yl)pyrazol-1-yl]-N-[4-(2-cyanopropan-2-yl)phenyl]acetamide NC1=NN2C(C=C(C=C2)C=2C=NN(C2)CC(=O)NC2=CC=C(C=C2)C(C)(C)C#N)=N1